(S)-N,5-Dimethyl-N-(1-methyl-1H-indol-6-yl)-2-(6-methyl-4-(trifluoromethyl)pyridin-2-yl)-1,2,5-thiadiazolidine-3-carboxamide 1,1-dioxide CN(C(=O)[C@H]1N(S(N(C1)C)(=O)=O)C1=NC(=CC(=C1)C(F)(F)F)C)C1=CC=C2C=CN(C2=C1)C